O=C1NC(CCC1C1=CC(=NC=C1)NC(CN1[C@H](CNCC1)C(F)(F)F)=O)=O N-(4-(2,6-dioxopiperidin-3-yl)pyridin-2-yl)-2-((R)-2-(trifluoromethyl)piperazin-1-yl)acetamide